(R)-4-((2-cyanophenyl)thio)-6-(1-(6,6-dimethylpiperidin-3-yl)-1H-pyrazol-4-yl)pyrazolo[1,5-a]pyridine-3-carbonitrile C(#N)C1=C(C=CC=C1)SC=1C=2N(C=C(C1)C=1C=NN(C1)[C@H]1CNC(CC1)(C)C)N=CC2C#N